5-((S)-2-((S)-2-(2-(2-((2,6-dichlorophenyl)amino)phenyl)acetamido)-4-methylpentanamido)-3-oxopropyl)-1H-imidazol-1-ium ClC1=C(C(=CC=C1)Cl)NC1=C(C=CC=C1)CC(=O)N[C@H](C(=O)N[C@@H](CC1=CN=C[NH2+]1)C=O)CC(C)C